2-(4-{3-[(S)-2-(3-cyclopropylmethoxy-4-fluoro-phenyl)-2-hydroxy-butyl]-3H-[1,2,3]triazol-4-yl}-butyl)-morpholine-3,5-dione C1(CC1)COC=1C=C(C=CC1F)[C@](CN1N=NC=C1CCCCC1C(NC(CO1)=O)=O)(CC)O